methanesulfonic acid-2-oxo-1,3-dioxolan-4-yl ester O=C1OCC(O1)OS(=O)(=O)C